(S)-8-(2-amino-6-((R)-1-(3',5'-dimethyl-[1,1'-biphenyl]-4-yl)-2,2,2-trifluoroethoxy)pyrimidin-4-yl)-2,8-diazaspiro[4.5]decane-3-carboxylic acid NC1=NC(=CC(=N1)N1CCC2(C[C@H](NC2)C(=O)O)CC1)O[C@@H](C(F)(F)F)C1=CC=C(C=C1)C1=CC(=CC(=C1)C)C